(5S,5'S)-5,5'-(((((3,3'-Dichloro-[4,4'-bipyridine]-2,2'-diyl)bis(1-methyl-1H-indole-6,3-diyl))bis(methylene))bis(azanediyl))bis(methylene))bis(pyrrolidin-2-one) ClC=1C(=NC=CC1C1=C(C(=NC=C1)C1=CC=C2C(=CN(C2=C1)C)CNC[C@@H]1CCC(N1)=O)Cl)C1=CC=C2C(=CN(C2=C1)C)CNC[C@@H]1CCC(N1)=O